(1R,8S,Z)-bicyclo[6.1.0]non-4-en-9-methanol [C@H]12CC\C=C/CC[C@@H]2C1CO